(S)-N-(1''-(5-(1-hydroxy-2,2-dimethylpropyl)furan-2-carbonyl)dispiro[cyclopropane-1,1'-cyclohexane-4',3''-indolin]-5''-yl)ethanesulfonamide O[C@@H](C(C)(C)C)C1=CC=C(O1)C(=O)N1CC2(C3=CC(=CC=C13)NS(=O)(=O)CC)CCC1(CC2)CC1